cinnamaldehyde piperonyl oxime C(C1=CC=2OCOC2C=C1)ON=CC=CC1=CC=CC=C1